C(C1=CC=CC=C1)[C@H]([C@H]([C@@H](C(C([C@H](CC=O)NC(=O)C1=NC=CC(=C1OCOC(C(C)C)=O)OC)=O)=O)C)OC(C(C)C)=O)C=O 2-methylpropionic acid (3S,6S,7R,8R)-8-benzyl-3-[({3-[(isobutanoyloxy) methoxy]-4-methoxypyridin-2-yl} carbonyl) amino]-6-methyl-4,9-dioxo-1,5-dioxononan-7-yl ester